C(CCCCCCCCC\C=C/CCCCCCCC)(=O)[O-].[Ho+3].C(CCCCCCCCC\C=C/CCCCCCCC)(=O)[O-].C(CCCCCCCCC\C=C/CCCCCCCC)(=O)[O-] holmium gondoate